N-(3-bromo-4-fluorophenyl)-2-((4-(6-fluoro-2-methyl-4-oxoquinazolin-3(4H)-yl)phenyl)thio)acetamide BrC=1C=C(C=CC1F)NC(CSC1=CC=C(C=C1)N1C(=NC2=CC=C(C=C2C1=O)F)C)=O